CC1=C(C(NC=C1)=O)C(C)C methyl-3-propan-2-ylpyridin-2-one